C(C)OC(=O)C=1C(N(C(N(C1)CC=1N=NN(N1)C[C@H](O)C1=CC=C(C=C1)Cl)=O)C)=O 1-({2-[(2R)-2-(4-chlorophenyl)-2-hydroxyethyl]-2H-1,2,3,4-tetrazol-5-yl}methyl)-3-methyl-2,4-dioxo-1,2,3,4-tetrahydropyrimidine-5-carboxylic acid ethyl ester